(3R,5S)-3-(2-((6-amino-3-methyl-2-oxo-2,3-dihydro-1H-benzo[d]imidazol-4-yl)oxy)ethoxy)-5-methylpiperidine-1-carboxylic acid tert-butyl ester C(C)(C)(C)OC(=O)N1C[C@@H](C[C@@H](C1)C)OCCOC1=CC(=CC=2NC(N(C21)C)=O)N